OC(C)(C)C1C(NC2=CC=CC=C2N1)=O 3-(2-hydroxy-prop-2-yl)-3,4-dihydroquinoxalin-2(1H)-one